9,9'-(5-(4,6-diphenylpyrimidin-2-yl)-1,3-phenylene)bis(3,6-bis(6-phenylpyridin-2-yl)-9H-carbazole) C1(=CC=CC=C1)C1=NC(=NC(=C1)C1=CC=CC=C1)C=1C=C(C=C(C1)N1C2=CC=C(C=C2C=2C=C(C=CC12)C1=NC(=CC=C1)C1=CC=CC=C1)C1=NC(=CC=C1)C1=CC=CC=C1)N1C2=CC=C(C=C2C=2C=C(C=CC12)C1=NC(=CC=C1)C1=CC=CC=C1)C1=NC(=CC=C1)C1=CC=CC=C1